9-DODECANAL CCCCCCCCC(CCC)=O